phenyl (3,3,3-trifluoro-n-propyl) disulfide FC(CCSSC1=CC=CC=C1)(F)F